CCCCCCC=CCCCCCCCCCCCC icos-7-ene